2-bromo-5-[(2,6-dichloro-3-fluorophenyl)methoxy]pyrimidine BrC1=NC=C(C=N1)OCC1=C(C(=CC=C1Cl)F)Cl